N-methyl-5-(piperazin-1-yl)-6-(trifluoromethyl)picolinamide CNC(C1=NC(=C(C=C1)N1CCNCC1)C(F)(F)F)=O